2-(9-(4-((tert-butyldimethylsilyl)oxy)butyl)-3,9-diazaspiro[5.5]undecan-3-yl)propane-1,3-diol [Si](C)(C)(C(C)(C)C)OCCCCN1CCC2(CCN(CC2)C(CO)CO)CC1